7,9-dioxo-2,5,7,9-tetrahydro-1,6-methanopyrido[1,2-b][1,2,5]triazonine-10-carboxamide O=C1C=2N(N3CC=CCN1C3)C=C(C(C2)=O)C(=O)N